[NH4+].C(=O)(C=C)C(N(C)C)CS(=O)(=O)[O-] acryl-dimethyl-taurate ammonium